OC(C(C(=O)OCCCC)=C)CC1C(C(=CC1)C)(C)C butyl 3-hydroxy-2-methylene-4-(2,2,3-trimethyl cyclopent-3-en-1-yl)butanoate